C(C)(C)(C)OC(=O)NCC1=CC(=C(C(=C1)C)NC(=O)C1=CC2=C(OCCC3=C2SC=C3)C=C1C=1C(=NC(=CC1)C(=O)N1[C@H](CCC1)C1=CC=CC=C1)C(=O)OC)C methyl (R)-3-(9-((4-(((tert-butoxycarbonyl)amino)methyl)-2,6-dimethylphenyl)carbamoyl)-4,5-dihydrobenzo[b]thieno[2,3-d]oxepin-8-yl)-6-(2-phenylpyrrolidine-1-carbonyl)picolinate